NC=1N=C(C=C2C=C(N=CC12)NC(=O)[C@H]1[C@@H](C1)C#N)C=1C=NC=CC1C (1R,2R)-N-(8-amino-6-(4-methylpyridin-3-yl)-2,7-naphthyridine-3-Yl)-2-cyanocyclopropane-1-carboxamide